COC1=C(C=C(C=C1)OC)C(C(C(=O)OC)C)O Methyl 3-(2,5-dimethoxyphenyl)-3-hydroxy-2-methylpropionate